N1-(7-fluoro-5-methoxyquinazolin-4-yl)benzene-1,4-diamine FC1=CC(=C2C(=NC=NC2=C1)NC1=CC=C(C=C1)N)OC